tert-butyl 6-[4-(3-chloro-2,4-difluoro-anilino)quinazolin-6-yl]-1-azaspiro[3.3]heptane-1-carboxylate ClC=1C(=C(NC2=NC=NC3=CC=C(C=C23)C2CC3(CCN3C(=O)OC(C)(C)C)C2)C=CC1F)F